N-[3-(2-amino-4-methylquinolin-7-yl)phenyl]prop-2-enamide NC1=NC2=CC(=CC=C2C(=C1)C)C=1C=C(C=CC1)NC(C=C)=O